C(#N)C=1C(=NN(C1OCC1=CC=CC=C1)C(=O)C1=COC=C1)C1C(N(CC1)C(=O)N1CC(CC1)O)C 4-({[4-Cyano-1-(furan-3-carbonyl)-3-[1-(3-hydroxypyrrolidin-1-carbonyl)-2-methylpyrrolidin-3-yl]-1H-pyrazol-5-yl]oxy}methyl)benzol